N-(2-(4-((5-methyl-1H-pyrazol-3-yl)amino)-7-morpholinoquinazolin-2-yl)phenyl)acrylamide CC1=CC(=NN1)NC1=NC(=NC2=CC(=CC=C12)N1CCOCC1)C1=C(C=CC=C1)NC(C=C)=O